BrC=1C=C(CNS(=O)(=O)CC(=O)OC)C=CC1 methyl 2-(N-(3-bromobenzyl)sulfamoyl)acetate